FC(COC1=C(C=C(C(=N1)OC)C1=C(C2=CC=CC(=C2C=C1)N(C)C)S(=O)(=O)N)F)F [6-(2,2-difluoroethoxy)-5-fluoro-2-methoxy-3-pyridinyl]-5-(dimethylamino)naphthalene-1-sulfonamide